2-(8-formyl-7-hydroxy-5-methoxy-4-methyl-2-oxo-2H-chromen-3-yl)-N-(2-methoxyethyl)acetamide C(=O)C=1C(=CC(=C2C(=C(C(OC12)=O)CC(=O)NCCOC)C)OC)O